C(#N)C1=CC(=C(C=C1)S(=O)(=O)C(C)(C)C1CCN(CC1)C(=O)NC1=CN=NC=C1)C 4-(2-((4-cyano-2-methylphenyl)sulfonyl)propan-2-yl)-N-(pyridazin-4-yl)piperidine-1-carboxamide